ClC1=CC=C(C=N1)CS(=O)(=O)NC=1C=CC=C2C=CC(=NC12)CN(C)C 1-(6-Chloropyridin-3-yl)-N-(2-((dimethylamino)methyl)quinolin-8-yl)methanesulfonamide